BrC1=CC(=C(O[C@H](C(=O)OC)CC2CCC2)C=C1)C1=NOCC1OCCCC methyl (2S)-2-[4-bromo-2-(4-butoxy-4,5-dihydroisoxazol-3-yl)phenoxy]-3-cyclobutylpropanoate